(1s,4s)-4-((5-(1-(2,2-difluoroethyl)-1H-benzo[d][1,2,3]triazol-6-yl)-4-methoxypyrrolo[2,1-f][1,2,4]triazin-2-yl)amino)-1-ethylcyclohexan-1-ol FC(CN1N=NC2=C1C=C(C=C2)C=2C=CN1N=C(N=C(C12)OC)NC1CCC(CC1)(O)CC)F